1-[[2-(cyanomethoxy)pyridin-4-yl]methyl]-3-[(1r,3r)-3-(trifluoromethyl)cyclobutyl]urea C(#N)COC1=NC=CC(=C1)CNC(=O)NC1CC(C1)C(F)(F)F